C(OCC(C(F)F)(F)F)([O-])=O 2,2,3,3-tetrafluoropropyl carbonate